CC1(C(C(=C[C@]2(CCN(C2)C(=O)C2=CC(=CC=C2)C(F)(F)F)C1)C#N)=O)C (5R)-9,9-dimethyl-8-oxo-2-[3-(trifluoromethyl)benzene-1-carbonyl]-2-azaspiro[4.5]dec-6-ene-7-carbonitrile